allyl-(cyclopentadienyl)palladium (II) C(C=C)[Pd]C1C=CC=C1